(2s,4r)-1-((2-((2-bromo-[1,1'-biphenyl]-3-yl)methoxy)-4,6-dimethoxypyrimidin-5-yl)methyl)-4-hydroxypyrrole-2-carboxylic acid BrC1=C(C=CC=C1COC1=NC(=C(C(=N1)OC)CN1C(=CC(=C1)O)C(=O)O)OC)C1=CC=CC=C1